N1=CC=CC2=CC(=CC=C12)C1=NOC(C1)C(=O)N 3-(quinolin-6-yl)-4,5-dihydroisoxazole-5-carboxamide